Monosodium Iodoacetate ICC(=O)[O-].[Na+]